N-(4-amino-5-oxo-5,6,7,8-tetrahydronaphthalen-1-yl)acetamide NC1=CC=C(C=2CCCC(C12)=O)NC(C)=O